(+/-)-2,3-dihydroxy-5,6-bis-methoxy-2-{[1-(benzyl)-4-piperidyl]methyl}-1H-indene-1-one hydrochloride Cl.OC1(C(C2=CC(=C(C=C2C1O)OC)OC)=O)CC1CCN(CC1)CC1=CC=CC=C1